(S)-4-benzyl-3-((S)-3-methylhex-5-enoyl)oxazolidin-2-one C(C1=CC=CC=C1)[C@@H]1N(C(OC1)=O)C(C[C@H](CC=C)C)=O